N-(3,4-dimethoxyphenyl)-4-(4-methylpiperazin-1-yl)6-(3,4,6,7-tetrahydro-5H-imidazo[4,5-c]pyridin-5-yl)-1,3,5-triazin-2-amine COC=1C=C(C=CC1OC)NC1=NC(=NC(=N1)N1CCN(CC1)C)N1CC2=C(CC1)N=CN2